NCCNCCN1CC1 N-(2-aminoethyl)-1-aziridine-ethylamine